ethylamine trihydride [H-].[H-].[H-].C(C)N